(2R,3S)-2-((E)-4,8-dimethylnonan-3,7-dien-1-yl)-3-Hydroxy-2-methyl-7-oxo-5-((piperidine-1-carbonyl)oxy)-3,4,7,9-tetrahydropyrano[2,3-E]isoindole C\C(=C/CC[C@@]1([C@H](CC=2C(=C3CNC(C3=CC2OC(=O)N2CCCCC2)=O)O1)O)C)\CCC=C(C)C